[Si](C)(C)(C(C)(C)C)OC1=CC(=C(C=C1)\N=C(/N)\C1=C(C=2N(N=C1)C=C(C2)C=2C=NC(=CC2)OC)NC2CN(CCC2)C(=O)OC(C)(C)C)CC tert-butyl 3-[[3-[(Z)-N'-[4-[tert-butyl(dimethyl)silyl]oxy-2-ethyl-phenyl]carbamimidoyl]-6-(6-methoxy-3-pyridyl)pyrrolo[1,2-b]pyridazin-4-yl]amino]piperidine-1-carboxylate